N-(5-chloro-2-methylphenyl)-3-hydroxy-naphthalene-2-carboxamide ClC=1C=CC(=C(C1)NC(=O)C1=CC2=CC=CC=C2C=C1O)C